([1,2,4]triazolo[4,3-a]pyrazin-8-yl)-N-benzyl-N-(isoxazol-5-ylmethyl)methylamine N=1N=CN2C1C(=NC=C2)CN(CC2=CC=NO2)CC2=CC=CC=C2